COC1=CC=C(CNC(=O)NC2=CC=C(C=C2)CN2C([C@H](CCC2)C)=O)C=C1 (S)-1-(4-methoxybenzyl)-3-(4-((3-methyl-2-oxopiperidin-1-yl)methyl)phenyl)urea